CC1=CC(=NC(=C1)O[C@@H]1CNCC1)NC1=CC2=C(C=N1)SC(=N2)C2=CC=NC=C2 4-Methyl-N-[2-(pyridin-4-yl)-[1,3]thiazolo[5,4-c]pyridin-6-yl]-6-[(3S)-pyrrolidin-3-yloxy]pyridin-2-amine